NC=1C(=C(C=C2C=C(N=CC12)NC(OC1CC(C1)N1CCOCC1)=O)C1=C(C2=C(OCCN2)N=C1)C)F (1s,3s)-3-Morpholinocyclobutyl (8-amino-7-fluoro-6-(8-methyl-2,3-dihydro-1H-pyrido[2,3-b][1,4]oxazin-7-yl)isoquinolin-3-yl)carbamate